7-((4-fluorophenylethyl)amino)-4-(trifluoromethyl)-2H-benzopyran-2-one FC1=CC=C(C=C1)CCNC1=CC2=C(C(=CC(O2)=O)C(F)(F)F)C=C1